N1=NCC2=C1C=CS2 3H-thieno[3,2-c]pyrazole